(R)-6-(7-(difluoromethoxy)imidazo[1,2-a]pyridin-3-yl)-N-(piperidin-3-yl)pyrazin-2-amine FC(OC1=CC=2N(C=C1)C(=CN2)C2=CN=CC(=N2)N[C@H]2CNCCC2)F